F\C(=C/CC1=CC=CC=C1)\C1=C(N(C2=CC(=CC=C12)C)CC(C(=O)N)(C)C)C1=CC=CC=C1 (Z)-3-(3-(1-Fluoro-3-phenylprop-1-en-1-yl)-6-methyl-2-phenyl-1H-indol-1-yl)-2,2-dimethylpropanamide